(4-bromopyridin-2-yl)-3-(3,5-difluorophenyl)propanamide BrC1=CC(=NC=C1)C(C(=O)N)CC1=CC(=CC(=C1)F)F